N-(5-(2,6-Difluoro-4-methoxyphenyl)-2-(6-(2-hydroxyethoxy)-4-(hydroxymethyl)pyridin-2-yl)-1-methyl-3-oxo-2,3-dihydro-1H-pyrazol-4-yl)-4-(difluoromethoxy)benzamide FC1=C(C(=CC(=C1)OC)F)C1=C(C(N(N1C)C1=NC(=CC(=C1)CO)OCCO)=O)NC(C1=CC=C(C=C1)OC(F)F)=O